COC=1C=C(C=C(C1)OC)C=1N=C(SC1)C=1N=C(SC1)N (3,5-Dimethoxyphenyl)-[2,4'-bithiazole]-2'-amine